ClC=1N=C(N2N=C(N=CC21)N[C@H]2[C@@H](COCC2)O)C2CC(C2)(C)C (3S,4R)-4-{[5-chloro-7-(3,3-dimethylcyclobutyl)imidazo[4,3-f][1,2,4]triazin-2-yl]amino}oxan-3-ol